ClC=1C=CC(=C(C(=O)NC=2C(=NC(=CC2)OC)C)C1)NC1=C(C=C(C=C1)F)OCC 5-chloro-2-((2-ethoxy-4-fluorophenyl)-amino)-N-(6-methoxy-2-methylpyridin-3-yl)benzamide